FC1=C(C(=CC(=C1)C)O)C=1C=CC=2C(=NC(=CN2)[C@H]2CN(CCC2)C(=O)OC(C)(C)C)N1 tert-butyl (3R)-3-[6-(2-fluoro-6-hydroxy-4-methyl-phenyl)pyrido[2,3-b]pyrazin-3-yl]piperidine-1-carboxylate